FC=1C=C2C(=CNC2=CC1)C(=O)N=[N+]=[N-] 5-fluoro-1H-indole-3-carbonyl azide